ammonium docosanoate C(CCCCCCCCCCCCCCCCCCCCC)(=O)[O-].[NH4+]